C(CC(C)CCC=C(C)C)(=O)Cl citronelloyl chloride